2,5-diaminonorbornane NC1C2CC(C(C1)C2)N